1-(6-chloro-7-(2,6-dimethylphenyl)quinolin-4-yl)-N-(2,3,5,6-tetrafluoro-4-(methylthio)phenyl)azetidin-3-amine ClC=1C=C2C(=CC=NC2=CC1C1=C(C=CC=C1C)C)N1CC(C1)NC1=C(C(=C(C(=C1F)F)SC)F)F